fluoro-indene-1-carboxylic acid FC=1C(C2=CC=CC=C2C1)C(=O)O